CCOCCOCCOCCNCCNCCCCC(=O)O 3,6,9-trioxa-12,15-diazaeicosane-20-oic acid